Cl.O=C1NC(CC[C@@H]1C1=CC=C(C=C1)N1CCC(CC1)C(=O)O)=O |r| rac-(R)-1-(4-(2,6-dioxopiperidin-3-yl)phenyl)piperidine-4-carboxylic acid hydrochloride